(2-chloro-2'-(trifluoromethoxy)-[1,1'-biphenyl]-4-yl)-2-(4-(methylsulfonyl)phenyl)acetamide ClC1=C(C=CC(=C1)C(C(=O)N)C1=CC=C(C=C1)S(=O)(=O)C)C1=C(C=CC=C1)OC(F)(F)F